7-(4-chlorobenzyl)-1-(3-hydroxypropyl)-3-methyl-8-(4-(trifluoromethoxy)phenoxy)-1H-purine-2,6(3H,7H)-dione ClC1=CC=C(CN2C(=NC=3N(C(N(C(C23)=O)CCCO)=O)C)OC2=CC=C(C=C2)OC(F)(F)F)C=C1